5-thiazol-5-ylpyrimidin-4-ylfuran-2-carboxylic acid methyl ester COC(=O)C=1OC=CC1C1=NC=NC=C1C1=CN=CS1